BrC1=C(N)C=CC=C1F 2-bromo-3-fluoroaniline